[Si](C1=CC=CC=C1)(C1=CC=CC=C1)(C(C)(C)C)OC/C(=C/CCP([O-])([O-])=O)/C (E)-(5-((tert-butyldiphenylsilyl)oxy)-4-methylpent-3-en-1-yl)phosphonate